ClC1=CC(=C(C=C1)CN1C(C2=CC(=CC(=C2[C@]1(OC)C1=CC=C(C=C1)Cl)F)C(CC)(O)C1(CCNCC1)F)=O)S(=O)(=O)C (3R)-2-[(4-chloro-2-methylsulfonylphenyl)methyl]-3-(4-chlorophenyl)-4-fluoro-6-[1-(4-fluoropiperidin-4-yl)-1-hydroxypropyl]-3-methoxy-2,3-dihydro-1H-isoindol-1-one